7-Methoxyspiro[chroman-4,1'-cyclopropane]-8-sulfonyl chloride COC1=CC=C2C(=C1S(=O)(=O)Cl)OCCC21CC1